3,5-difluoro-4-hydroxy-N-({4-[6-(pyrimidin-2-yl)-2H-indazol-2-yl]bicyclo[2.2.2]octan-1-yl}methyl)benzamide FC=1C=C(C(=O)NCC23CCC(CC2)(CC3)N3N=C2C=C(C=CC2=C3)C3=NC=CC=N3)C=C(C1O)F